titanium (IV) bis(N,N-di-butyl-3-oxo-butanamide) C(CCC)N(C(CC(C)=O)=O)CCCC.C(CCC)N(C(CC(C)=O)=O)CCCC.[Ti+4]